IN1C(=O)N(C(=O)C1(C)C)Cl 1-iodo-3-chloro-5,5-dimethylhydantoin